C1(=CC=CC=C1)C(CCC)[N+]#N Phenylbutane-1-Diazonium